N1N=CC(=C1)C1=CC=C(C=C1)N1CC2=CC=C(C=C2C1)CN1C(CCC1)=O 1-(2-(4-(1H-pyrazol-4-yl)phenyl)isoindolin-5-ylmethyl)pyrrolidin-2-one